methyl (S)-2-(2-(2-(6-((tert-butoxycarbonyl)amino)pyridine-3-yl)thiazole-4-carboxamido)-3-hydroxypropanamido)acrylate C(C)(C)(C)OC(=O)NC1=CC=C(C=N1)C=1SC=C(N1)C(=O)N[C@H](C(=O)NC(C(=O)OC)=C)CO